4-(2-methyl-5-nitrophenoxy)piperidine hydrochloride Cl.CC1=C(OC2CCNCC2)C=C(C=C1)[N+](=O)[O-]